ClC=1C=NN(C1)C=1C=C(C(N(C1C1=C(C=C(C=C1F)F)F)CC)=O)Br 5-(4-chloro-1H-pyrazol-1-yl)-1-ethyl-3-bromo-6-(2,4,6-trifluorophenyl)pyridin-2(1H)-one